(pyridin-2-yl)-1H-pyrazol-5-amine N1=C(C=CC=C1)N1N=CC=C1N